5,7-dioxaspiro[2.5]octan-4-one C1CC12C(OCOC2)=O